methyl 1,2-diazaspiro[2.3]hex-1-ene-5-carboxylate N1=NC12CC(C2)C(=O)OC